(3Z)-3-[(4-chlorophenyl)[4-(methylsulfonyl)phenyl]methylene]dihydro-2(3H)-furanone ClC1=CC=C(C=C1)\C(=C\1/C(OCC1)=O)\C1=CC=C(C=C1)S(=O)(=O)C